CN1[C@@H]([C@H](CC1=O)C(=O)NCCCNC(CCCNC(CCCC(=O)N)=O)=O)C=1C=NC=CC1 N-(4-((3-((2S,3S)-1-methyl-5-oxo-2-(pyridin-3-yl)pyrrolidine-3-carboxamido)propyl)amino)-4-oxobutyl)glutaramide